(S)-4-amino-7-chloro-N-(6-((1-cyclopropyl-1H-pyrazol-4-yl)ethynyl)-2,3-dihydrobenzofuran-3-yl)-N,1-dimethyl-1H-pyrazolo[4,3-c]quinoline-8-carboxamide NC1=NC=2C=C(C(=CC2C2=C1C=NN2C)C(=O)N(C)[C@@H]2COC1=C2C=CC(=C1)C#CC=1C=NN(C1)C1CC1)Cl